C(C)OC=1N=CC2=C(N1)NC=C2C2=CC=1N(C=C2)N=CC1C(=O)NCC(C)(C)F 5-(2-ethoxy-7H-pyrrolo[2,3-d]pyrimidin-5-yl)-N-(2-fluoro-2-methylpropyl)pyrazolo[1,5-a]pyridine-3-carboxamide